N-[(1R,3S)-3-{[6-chloro-2-(trifluoromethyl)quinolin-4-yl]amino}cyclohexyl]-3-(dimethylamino)benzamide ClC=1C=C2C(=CC(=NC2=CC1)C(F)(F)F)N[C@@H]1C[C@@H](CCC1)NC(C1=CC(=CC=C1)N(C)C)=O